(3-bromo-2-fluorobenzoyl)-N,N-dimethylformamide BrC=1C(=C(C(=O)C(=O)N(C)C)C=CC1)F